4-(5-(3,5-dimethylisoxazol-4-yl)-1-(3-methoxybenzyl)-1H-pyrrolo[2,3-b]pyridin-3-yl)picolinic acid CC1=NOC(=C1C=1C=C2C(=NC1)N(C=C2C2=CC(=NC=C2)C(=O)O)CC2=CC(=CC=C2)OC)C